FC1(CC1)C1=C(C=C(C=C1C)NN)C (4-(1-fluorocyclopropyl)-3,5-dimethylphenyl)hydrazine